C(#C)C=1SC=C(N1)C(=O)NCCC1=CC=C(C=C1)C1=C2CC(NC2=CC=C1)=O 2-Ethynyl-N-(4-(2-oxoindolin-4-yl)phenethyl)thiazole-4-carboxamide